COC(=O)C=1C=NC(=CC1)CN(CC1=NC=CC=C1F)C(=O)C=1C=C2C=C(C(=NC2=CC1)N)C.O(C1=CC=CC=C1)C(=O)NS(=O)(=O)C(F)(F)F Phenoxycarbonyl-Trifluoromethyl-Sulfonamide methyl-6-((((2-amino-3-methyl-6-quinolinyl)carbonyl)((3-fluoro-2-pyridinyl)methyl)amino)methyl)-3-pyridinecarboxylate